1,2-bis-(methyldiethoxysilyl)ethane C[Si](CC[Si](OCC)(OCC)C)(OCC)OCC